C(C)(=O)N1[C@H]([C@@H]([C@H](C2=CC(=CC=C12)C(=O)N)NC1=NC=C(C=C1)C#N)C)C1CC1 (2S,3R,4R)-1-acetyl-4-((5-cyanopyridin-2-yl)amino)-2-cyclopropyl-3-methyl-1,2,3,4-tetrahydroquinoline-6-carboxamide